FC1(CCN(CC1)C(CCCCCC[N-]C1=CC=C(C=C1)NC1C(NC(CC1)=O)=O)=O)F 7-(4,4-difluoropiperidin-1-yl)-N-(4-((2,6-dioxopiperidin-3-yl)amino)phenyl)-7-oxoheptylamide